5-(hydroxy(methyl)amino)pentanenitrile ON(CCCCC#N)C